[Ru](Cl)Cl.C1(=CC=CC=C1)P(C1=CC=CC=C1)C1=CC=CC=C1 (triphenylphosphine) ruthenium (II) dichloride